COC(CCNC(=O)OC(C)(C)C)=O N-Boc-beta-alanine methyl ester